Tert-butyl 7-[2-(7-fluoro-2-methylindazol-5-yl)thieno[2,3-d][1,3]thiazol-5-yl]-4,7-diazaspiro[2.5]octane-4-carboxylate FC1=CC(=CC2=CN(N=C12)C)C=1SC2=C(N1)SC(=C2)N2CCN(C1(CC1)C2)C(=O)OC(C)(C)C